OC1CN(CC1)CCN1C=C(C=2N(C(C=CC21)=O)C)C2=NC(=NC(=C2)OC2=CC=C(C=C2)C(F)(F)F)C 1-[2-(3-hydroxypyrrolidin-1-yl)ethyl]-4-methyl-3-{2-methyl-6-[4-(trifluoromethyl)phenoxy]pyrimidin-4-yl}-1H,4H,5H-pyrrolo[3,2-b]pyridin-5-one